7-bromo-2-(2,2-difluoroethoxy)-6-(difluoromethyl)-3H-imidazo[2,1-f][1,2,4]triazin-4-one BrC1=C(N=C2C(NC(=NN21)OCC(F)F)=O)C(F)F